5H-Benzimidazo[1,2-a]benzimidazole C1=CC=CC2=C1N1C(=NC3=C1C=CC=C3)N2